BrC1=NN(C(=C1)C(=O)NC1(C(C1)C1=CC=C(C=C1)Cl)C(N(C)C)=O)C1=NC=CC=C1Cl 3-bromo-N-(2-(4-chlorophenyl)-1-(dimethylcarbamoyl)cyclopropyl)-1-(3-chloropyridin-2-yl)-1H-pyrazole-5-carboxamide